F[P-](F)(F)(F)(F)F.[Ru+2].F[P-](F)(F)(F)(F)F ruthenium(II) Hexafluorophosphate